N-(3-chlorobenzyl)-6-(3,5-dimethyl-isoxazol-4-yl)-2-(4-(methylsulfonyl)piperazin-1-yl)quinazolin-4-amine ClC=1C=C(CNC2=NC(=NC3=CC=C(C=C23)C=2C(=NOC2C)C)N2CCN(CC2)S(=O)(=O)C)C=CC1